trans-3-[(3,4-difluorobenzyl)oxy]-N-{2-fluoro-3-[6-oxo-4-(trifluoromethyl)-1,6-dihydropyrimidin-2-yl]-4-(trifluoromethyl)benzyl}cyclobutane-1-carboxamide FC=1C=C(CO[C@@H]2C[C@H](C2)C(=O)NCC2=C(C(=C(C=C2)C(F)(F)F)C=2NC(C=C(N2)C(F)(F)F)=O)F)C=CC1F